C(C)(C)(C)NS(=O)(=O)C=1C=C(C=CC1C1=CN=C(S1)C1=CC=C(C=C1)NC(=O)NC(C)C)NC(OC1=CC=C(C=C1)[N+](=O)[O-])=O 4-nitrophenyl (3-(N-(tert-butyl)sulfamoyl)-4-(2-(4-(3-isopropylureido)phenyl)thiazol-5-yl)phenyl)carbamate